2,4,6-trimethylindene CC=1CC2=CC(=CC(=C2C1)C)C